OC=1C=C(C=C(C1)OC)CCC1=CC(=C(C(=C1)OC)O)OC 4-[2-(3-hydroxy-5-methoxyphenyl)ethyl]-2,6-dimethoxy-phenol